1-(3-(aminomethyl)phenyl)-N-(3-((cyclopropylmethoxy)(thiazol-2-yl)methyl)-phenyl)-3-(trifluoromethyl)-1H-pyrazole-5-carboxamide NCC=1C=C(C=CC1)N1N=C(C=C1C(=O)NC1=CC(=CC=C1)C(C=1SC=CN1)OCC1CC1)C(F)(F)F